3-((1-(tert-Butoxycarbonyl)-3-(tert-butyl)-1H-pyrazol-5-yl)amino)-5-ethylisoxazole-4-carboxylic acid methyl ester COC(=O)C=1C(=NOC1CC)NC1=CC(=NN1C(=O)OC(C)(C)C)C(C)(C)C